C(CCCCCCCC)(=O)OCC(O)CO Glyceryl pelargonate